O=C1[C@@H]2CN(C[C@H](C(N1)=O)C2)C(=O)OC(C)(C)C tert-butyl (1R,5S)-6,8-dioxo-3,7-diazabicyclo[3.3.1]nonane-3-carboxylate